C(C)(C)(C)C1=C(C(=CC(=C1)CO)C(C)(C)C)O 2,6-ditertbutyl-4-hydroxymethyl-phenol